C(C)(C)(C)OC(=O)N1[C@H]([C@H]2CC[C@@H](C1)N2)C |o1:8,9,12| rel-(1R,2S,5S)-2-methyl-3,8-diazabicyclo[3.2.1]octane-3-carboxylic acid tert-butyl ester